FC1=C2CN(CC2=CC=C1)C(=O)NC1=CC=C(C=C1)C=1CCN(CC1)S(=O)(=O)NC(OC(C)(C)C)=O tert-butyl ((4-(4-(4-fluoroisoindoline-2-carboxamido) phenyl)-3,6-dihydropyridin-1(2H)-yl)sulfonyl)carbamate